BrC1=C(C(=C(C=C1)OC)OC)F 1-bromo-2-fluoro-3,4-dimethoxybenzene